O=S1(OCC(C1)OS(=O)OC1CS(OC1)(=O)=O)=O bis(2,2-dioxido-1,2-oxathiolan-4-yl)sulfite